2-(2-Amino-9-((2R,3S,4S,5R)-4-fluoro-3-hydroxy-5-(hydroxymethyl)tetrahydrofuran-2-yl)-6,8-dioxo-1,6,8,9-tetrahydro-7H-purin-7-yl)acetaldehyd NC=1NC(C=2N(C(N(C2N1)[C@@H]1O[C@@H]([C@H]([C@H]1O)F)CO)=O)CC=O)=O